6-[(7S)-2-{3-[4-(2,6-Dimethylpyridin-3-yl)phenyl]-1H-pyrrolo[2,3-b]pyridin-5-yl}-6,7,8,9-tetrahydro-5H-benzo[7]annulen-7-yl]-3-oxa-6-azabicyclo[3.1.1]heptane CC1=NC(=CC=C1C1=CC=C(C=C1)C1=CNC2=NC=C(C=C21)C=2C=CC1=C(CC[C@H](CC1)N1C3COCC1C3)C2)C